methyl 6,7-difluoro-2-oxo-2,3-dihydro-1H-benzimidazole-5-carboxylate FC=1C(=CC2=C(NC(N2)=O)C1F)C(=O)OC